FC=1C(=NC=NC1N1C(C2CC2C1)C=1C=NC(=CC1)C(F)(F)F)NC[C@@H]1[C@H](CN(CC1)CC(=O)N)O ((3R,4R)-4-(((5-fluoro-6-(2-(6-(trifluoromethyl)pyridin-3-yl)-3-azabicyclo[3.1.0]hexan-3-yl)pyrimidin-4-yl)amino)methyl)-3-hydroxypiperidin-1-yl)acetamide